OCCCNCCCCCCCC(=O)OC(CCCCCC)CCCC 1-butylheptyl 8-(3-hydroxy-propylamino)-octanoate